ClC1=NC=C(C(=N1)NC1=CC(=C(C=C1)Cl)NS(=O)(=O)C1CC1)C 2-Chloro-N4-[4-chloro-3-(cyclopropanesulfonamido)phenyl]-5-methylpyrimidin-4-amine